F[C@H]1CN(CC[C@H]1NC1=C2C=C(N(C2=CC=C1)CC(F)(F)F)C1=NOC(=N1)CNC(=O)C1=CC=NC=C1)C N-{[3-(4-{[(3S,4R)-3-fluoro-1-methylpiperidin-4-yl]amino}-1-(2,2,2-trifluoroethyl)-1H-indol-2-yl)-1,2,4-oxadiazol-5-yl]methyl}pyridine-4-carboxamide